Tert-butyl (1-(3-(2,3-dichlorophenyl)-4-(1H-tetrazol-5-yl)-1H-pyrazolo[3,4-d]pyrimidin-6-yl)-4-phenylpiperidin-4-yl)carbamate ClC1=C(C=CC=C1Cl)C1=NNC2=NC(=NC(=C21)C2=NN=NN2)N2CCC(CC2)(C2=CC=CC=C2)NC(OC(C)(C)C)=O